ClC(C(=O)NC1=C(C=C(C(=O)OC)C=C1NC)OC)C methyl 4-(2-chloropropanamido)-3-methoxy-5-(methylamino)benzoate